BrC1=CC=C(C=C1)C(\C=C\C1=CC=C(C=C1)OCCO)=O (2E)-1-(4-Bromophenyl)-3-[4-(2-hydroxyethoxy)phenyl]prop-2-en-1-one